C1CC(=O)NC1C(=O)O The molecule is an oxoproline having the oxo group placed at the 5-position. It is an intermediate metabolite in the glutathione cycle. It has a role as a human metabolite. It is a pyrrolidinemonocarboxylic acid, a member of pyrrolidin-2-ones and an oxoproline. It is a conjugate acid of a 5-oxoprolinate.